N1C(=NC=2C=NC=CC21)C2=NNC=1C2=NC=CC1 3-(1H-imidazo[4,5-C]pyridine-2-yl)-1H-pyrazolo[4,3-B]pyridine